[N+](=O)([O-])C=1C(=CC2=C(N(C=N2)C(=O)OC(C)(C)C)C1)N1N=CC=C1 tert-butyl 6-nitro-5-(1H-pyrazol-1-yl)-1H-benzo[d]imidazole-1-carboxylate